C(CC)N(C=1C(=CC=CC1)C)CCCCCCCCCC N-propyl-N-decyltoluidine